(R)-1-(2-(4-(6-bromo-3-nitroquinolin-4-ylamino)pentyloxy)-5-fluorophenyl)ethylcarbamic acid tert-butyl ester C(C)(C)(C)OC(N[C@H](C)C1=C(C=CC(=C1)F)OCCCC(C)NC1=C(C=NC2=CC=C(C=C12)Br)[N+](=O)[O-])=O